C(C)(C)C=1C(=CC(=C(N)C1)OC)N1CCC(CC1)N1CCN(CC1)C 5-isopropyl-2-Methoxy-4-(4-(4-methylpiperazin-1-yl)piperidin-1-yl)aniline